C(#N)C1=CC(=C(OC2=NC=C(C=C2C(=O)OC)C=2CCOCC2)C=C1)OC methyl 2-(4-cyano-2-methoxy-phenoxy)-5-(3,6-dihydro-2H-pyran-4-yl)pyridine-3-carboxylate